(3,4-difluorophenoxy)acetic acid FC=1C=C(OCC(=O)O)C=CC1F